tert-butyl (2-(4-(6-benzyl-5-cyanopyridin-3-yl)phenyl)propan-2-yl)carbamate C(C1=CC=CC=C1)C1=C(C=C(C=N1)C1=CC=C(C=C1)C(C)(C)NC(OC(C)(C)C)=O)C#N